(R)-6-(3-(3,5-difluorophenyl)isoxazolidin-2-yl)-N-(4-fluoro-2-methoxy-5-nitrophenyl)pyrimidin-4-amine FC=1C=C(C=C(C1)F)[C@@H]1N(OCC1)C1=CC(=NC=N1)NC1=C(C=C(C(=C1)[N+](=O)[O-])F)OC